S(=O)(=O)([O-])OOS(=O)(=O)[O-].[K+].[K+] Kalium persulfat